(2-methylpyrazol-3-yl)acetamide CN1N=CC=C1CC(=O)N